FC(F)SSCC ethyl (difluoromethyl) disulfide